FC=1C=C(C=C(C1F)F)N1C(NC(CC1=O)=O)=O 1-(3,4,5-trifluorophenyl)pyrimidine-2,4,6(1H,3H,5H)-trione